(R)-5-fluoro-4-(7-(4-fluorobenzoyl)-8-methyl-3-(3-methyl-1,2,4-Thiadiazol-5-yl)-5,6,7,8-tetrahydroimidazo[1,5-a]pyrazin-1-yl)pyridin-2(1H)-one FC=1C(=CC(NC1)=O)C=1N=C(N2C1[C@H](N(CC2)C(C2=CC=C(C=C2)F)=O)C)C2=NC(=NS2)C